C(C)(C)(C)N(C(O)=O)[C@H]1C[C@H](CCC1)NC1=CC(=NC2=CC=C(C=C12)Cl)C(F)(F)F.FC(C=1C=CC=CC1)(F)F (3-(trifluoromethyl))benzene tert-butyl-((1R,3S)-3-((6-chloro-2-(trifluoromethyl)quinolin-4-yl)-amino)cyclohexyl)carbamate